4-methyltetrahydrofuran-3-ol CC1C(COC1)O